methyl-5-bromo-3-(N-ethylcyclopropanecarboxamido)-2-methylbenzoate COC(C1=C(C(=CC(=C1)Br)N(C(=O)C1CC1)CC)C)=O